C(C)(C)(C)OC(=O)N[C@H](C(=O)OC(C)(C)C)CC=1SC=C(N1)C=1SC=C(N1)C#N tert-butyl (S)-2-((tert-butoxycarbonyl)amino)-3-(4-cyano-[2,4'-bithiazol]-2'-yl)propanoate